(Z)-2-bromo-3-(3-bromo-1H-1,2,4-triazole-1-yl)acrylamide Br\C(\C(=O)N)=C/N1N=C(N=C1)Br